C(C)(C)(C)OC(=O)N(C1C[C@H]2CCC[C@@H](C1)N2C(=O)OCCOC)C 2-methoxyethyl (1R,3s,5S)-3-((tert-butoxy carbonyl)(methyl)amino)-9-azabicyclo[3.3.1]nonane-9-carboxylate